2,2,2-trichloroethyl (2-(4-(trifluoromethyl)phenyl)acetoxy)carbamate FC(C1=CC=C(C=C1)CC(=O)ONC(OCC(Cl)(Cl)Cl)=O)(F)F